1-(Chroman-4-yl)-N,N-dimethylmethanamine hydrochloride Cl.O1CCC(C2=CC=CC=C12)CN(C)C